CC=1C(=NC=CC1)C1=C(C=CC=C1)[Ir](C1=C(C=CC=C1)C1=NC=CC=C1C)C1=C(C=CC=C1)C1=NC=CC=C1C tris[2-(3-methyl-2-pyridinyl)phenyl]iridium